F[P-](F)(F)(F)(F)F.C(=O)(O)C=1C=C(C=CC1)[I+]C1=CC(=CC=C1)C(=O)O di(3-carboxyphenyl)iodonium hexafluorophosphate